CS(=O)(=O)C=1N=CC2=C(N1)CCN(C2=O)CCCCCC(=O)OC(C)(C)C tert-butyl 6-(2-methylsulfonyl-5-oxo-7,8-dihydropyrido[4,3-d]pyrimidin-6(5H)-yl)hexanoate